C(C(O)CO)CCCCCCCCCCCCCCCCCC(=O)O.C(CCCCCCCCCCCCCCCCC)(=O)O.OCC(O)CO glycerin monostearate (glyceryl-monostearate)